O=C1NC2=C(N1CC1=CC=C(S1)CNS(=O)(=O)C)C=CC=C2 N-((5-((2-oxo-2,3-dihydro-1H-benzo[D]imidazol-1-yl)methyl)thiophen-2-yl)methyl)methanesulfonamide